2-(4-(ethoxycarbonyl)-1,3,5-trimethyl-1H-pyrrol-2-yl)-2-oxoacetic acid C(C)OC(=O)C=1C(=C(N(C1C)C)C(C(=O)O)=O)C